Ethyl (E)-4-{[4-(7-chloro-11-oxo-10,11-dihydro-5H-dibenzo[b,e][1,4]diazepin-5-yl)butyl]amino}but-2-enoate maleate C(\C=C/C(=O)O)(=O)O.ClC1=CC2=C(NC(C3=C(N2CCCCNC/C=C/C(=O)OCC)C=CC=C3)=O)C=C1